1-(4,4-difluorocyclohexyl)-N-((1r,4r)-4-(4-isopropylpiperazin-1-yl)cyclohexyl)-3-methyl-1H-thieno[2,3-c]pyrazole-5-carboxamide FC1(CCC(CC1)N1N=C(C2=C1SC(=C2)C(=O)NC2CCC(CC2)N2CCN(CC2)C(C)C)C)F